2-(3-acrylamidoazetidin-1-yl)-N-(2-(3,3-difluoro-pyrrolidin-1-yl)-4-(2-fluorophenyl)pyridin-3-yl)pyrimidine-5-carboxamide C(C=C)(=O)NC1CN(C1)C1=NC=C(C=N1)C(=O)NC=1C(=NC=CC1C1=C(C=CC=C1)F)N1CC(CC1)(F)F